N1=CC=CC2=CC=CC(=C12)\C=N\N (E)-2-(quinoline-8-yl-methylene)hydrazine